C(C1=CC=CC=C1)OCC1CC(C1)(C(=O)OC(C)(C)C)C(=O)OC(C)(C)C di-tert-butyl 3-benzyloxymethyl-cyclobutane-1,1-dicarboxylate